4,5,6,7-tetrahydroisoindole-1,3-dione C1(NC(C=2CCCCC12)=O)=O